1'-(2-cyclopropyl-5-methoxy-4-nitrophenyl)-[4,4'-bipiperidine]-1-carboxylic acid tert-butyl ester C(C)(C)(C)OC(=O)N1CCC(CC1)C1CCN(CC1)C1=C(C=C(C(=C1)OC)[N+](=O)[O-])C1CC1